6-((S)-1-amino-1,3-dihydrospiro[indene-2,4'-piperidine]-1'-yl)-3-(1-(2-methoxyphenyl)spiro[2.4]hept-1-yl)-1,5-dihydro-4H-pyrazolo[3,4-d]pyrimidin-4-one N[C@@H]1C2=CC=CC=C2CC12CCN(CC2)C=2NC(C1=C(N2)NN=C1C1(CC12CCCC2)C2=C(C=CC=C2)OC)=O